o-hydroxychalcone C1=CC=C(C=C1)/C=C/C(=O)C2=CC=CC=C2O